5-Xylylmethylcarbamate C1=C(C(=CC(=C1)OC(NC)=O)C)C